[Pd].[Pd].C(C1=CC=CC=C1)=CC(=O)C=CC1=CC=CC=C1.C(C1=CC=CC=C1)=CC(=O)C=CC1=CC=CC=C1.C(C1=CC=CC=C1)=CC(=O)C=CC1=CC=CC=C1 tris(di-benzylideneacetone) dipalladium